1-((1S,4S)-5-(4-((3-chloro-2-fluoro-4-(((R)-tetrahydrofuran-2-yl)methoxy)phenyl)amino)pyrido[3,2-d]pyrimidin-6-yl)-2,5-diazabicyclo[2.2.1]heptan-2-yl)prop-2-en-1-one ClC=1C(=C(C=CC1OC[C@@H]1OCCC1)NC=1C2=C(N=CN1)C=CC(=N2)N2[C@@H]1CN([C@H](C2)C1)C(C=C)=O)F